TEREPHTHALIC ACID MONOMETHYLESTER COC(C1=CC=C(C(=O)O)C=C1)=O